FC1=CC=C(C=C1)C1N(C(OC1)=O)C(C=CC1=C(C=CC=C1)OC1=CC=CC=C1)=O 4-(4'-fluorophenyl)-3-(3-(2-phenoxyphenyl)propenoyl)oxazolidin-2-one